6,7,8,9,10,11,12,13,14,15,16,17-dodecahydro-3H-cyclopenta[a]phenanthren-3-one C1=CC(C=C2CCC3C4CCCC4CCC3C12)=O